N-(2-Chloro-6-(3-(trifluoromethoxy)phenoxy)pyridin-4-yl)-5-(2-(methylsulfonyl)propan-2-yl)benzo[b]thiophen-2-carboxamid ClC1=NC(=CC(=C1)NC(=O)C1=CC2=C(S1)C=CC(=C2)C(C)(C)S(=O)(=O)C)OC2=CC(=CC=C2)OC(F)(F)F